2-(4-{[(3R)-1-(propan-2-yl)piperidin-3-yl]amino}pyrrolo[1,2-d][1,2,4]triazin-1-yl)-5-(trifluoromethyl)phenol CC(C)N1C[C@@H](CCC1)NC1=NN=C(C=2N1C=CC2)C2=C(C=C(C=C2)C(F)(F)F)O